Cl.FC1=C(CCN2N=CC(=C2)CN)C=CC(=C1)F (1-(2,4-difluorophenethyl)-1H-pyrazol-4-yl)methylamine hydrochloride